2'-bromo-4-hydroxy-5',6-dimethyl-2H-[1,4'-bipyridine]-2-one BrC1=NC=C(C(=C1)N1C(C=C(C=C1C)O)=O)C